1-hydroxyoctan-2-yl (2-(pyrrolidin-1-yl)ethyl)carbamate N1(CCCC1)CCNC(OC(CO)CCCCCC)=O